hydroxybutyl methacrylate (hydroxybutylmethacrylate) OCCCCC=C(C(=O)O)C.C(C(=C)C)(=O)OCCCCO